ClC1=NC(=NC(=C1C(F)(F)F)OC1=CC=C(C=C1)C1CCN(CC1)C)NS(=O)(=O)C=1C=NN(C1)C N-[4-chloro-6-[4-(1-methyl-4-piperidyl)phenoxy]-5-(trifluoromethyl)pyrimidin-2-yl]-1-methyl-pyrazole-4-sulfonamide